BrC=1C(=C(C(=O)O)C(=CC1)Cl)C 3-bromo-6-chloro-2-methylbenzoic acid